S1NC=CN1N [1,2,5]thiadiazol-5-amine